BrC=1C=C(C=CC1Cl)CC(CC(=O)O)(Cl)Cl (1R,3R)-3-(3-bromo-4-chlorophenyl)-2,2-dichloropropane-1-carboxylic acid